FC1=C(C=C(C=C1)[C@H](CN[C@@H]([C@H]1CNC2=CC=CN=C2C1)C1=CC=CC=C1)C)C(C(=O)O)(C)C |&1:7| 2-(2-fluoro-5-((R and S)-1-(((S)-phenyl((R)-1,2,3,4-tetrahydro-1,5-naphthyridin-3-yl)methyl)amino)propan-2-yl)phenyl)-2-methylpropanoic acid